OC(COC1=C(C=C(C=C1)C(CC)=O)OC)CO 1-[4-(2,3-dihydroxypropoxy)-3-methoxyphenyl]-1-propanone